S1C(=CC=C1)S(=O)(=O)NC1=CC2=C(N=C(S2)NC(C)=O)C=C1 N-(6-(thiophene-2-sulfonamido)benzo[d]thiazol-2-yl)acetamide